FC1=CC=C(C(=O)NC(C)C=2N=C3CCCN(C3=CC2)C(=O)OC2CCCC2)C=C1 cyclopentyl 6-(1-(4-fluorobenzamido)ethyl)-3,4-dihydro-1,5-naphthyridine-1(2H)-carboxylate